{(5R)-3-[2-Fluoro-4'-(3-fluoro-1-methylazetidine-3-sulfonyl)[1,1'-biphenyl]-4-yl]-4,5-dihydro-1,2-oxazol-5-yl}methanol FC1=C(C=CC(=C1)C1=NO[C@H](C1)CO)C1=CC=C(C=C1)S(=O)(=O)C1(CN(C1)C)F